CC1(COC1)C1=CN=CC=2N=C(N=C(C21)N)C2=CC=NC=C2 (3-Methyloxetan-3-yl)-2-(pyridin-4-yl)pyrido[3,4-d]pyrimidin-4-amine